C(=O)[O-].ClC1=C(C(=O)NCCCNC(C[N+](C)(C)C)=O)C=CC(=C1)NC=1C=2N(C=CN1)C(=CN2)C=2C(=NNC2)C(F)(F)F [2-[3-[[2-Chloro-4-[[3-[3-(trifluoromethyl)-1H-pyrazol-4-yl]imidazo[1,2-a]pyrazin-8-yl]amino]benzoyl]amino]propylamino]-2-oxo-ethyl]-trimethyl-ammonium formate